tetralin-1-carboxamid C1(CCCC2=CC=CC=C12)C(=O)N